(R)-1-(4-(4-hydroxyphenyl)-2,2-dimethyloxazolidin-3-yl)ethanone OC1=CC=C(C=C1)[C@H]1N(C(OC1)(C)C)C(C)=O